N1=C(C=CC(=C1)C(=O)OC(C)(C)C)C(=O)OC 5-(tert-butyl) 2-methyl pyridine-2,5-dicarboxylate